6-(4-(2-fluoro-5-((7-(naphthalen-2-yloxy)-4-oxo-3,4-dihydrophthalazin-1-yl)methyl)benzoyl)piperazin-1-yl)nicotinonitrile FC1=C(C(=O)N2CCN(CC2)C2=NC=C(C#N)C=C2)C=C(C=C1)CC1=NNC(C2=CC=C(C=C12)OC1=CC2=CC=CC=C2C=C1)=O